acryloylaminobutyltriethylammonium chloride [Cl-].C(C=C)(=O)NCCCC[N+](CC)(CC)CC